tert-Butyl 4-(2-((1R,5S,6R)-2-(7,7-difluoro-2-((S)-2-methylazetidin-1-yl)-6,7-dihydro-5H-cyclopenta[d]pyrimidin-4-yl)-3-azabicyclo[3.1.0]hexan-6-yl)acetyl)piperazine-1-carboxylate FC1(CCC2=C1N=C(N=C2C2[C@@H]1[C@@H]([C@@H]1CN2)CC(=O)N2CCN(CC2)C(=O)OC(C)(C)C)N2[C@H](CC2)C)F